C(C)(C)Cl isopropyl chloride